C(C)(C)(C)OC(=O)N1C=CC2=C(C(=CC(=C12)C)OC)CN1[C@@H](CC2(CC(C2)C#N)CC1)C1=CC=C(C=C1)C(=O)OC 4-(((2S,4r,6S)-2-cyano-6-(4-(methoxycarbonyl)phenyl)-7-azaspiro[3.5]nonan-7-yl)methyl)-5-methoxy-7-methyl-1H-indole-1-carboxylic acid tert-butyl ester